2,2'-thiodi-ethanethiol S(CCS)CCS